N-([4,4'-bipyridine]-2-yl)cinnamamide N1=C(C=C(C=C1)C1=CC=NC=C1)NC(C=CC1=CC=CC=C1)=O